C(C)(C)C1=NN=C2N1C[C@@H](CC2)N2N=C1N=C(C=CC1=C2)C2=C(C=C(C=C2C)C(F)(F)F)O |o1:9| (R or S)-2-(2-(3-isopropyl-5,6,7,8-tetrahydro-[1,2,4]triazolo[4,3-a]pyridin-6-yl)-2H-pyrazolo[3,4-b]pyridin-6-yl)-3-methyl-5-(trifluoromethyl)phenol